C(=O)O.ClC1=C(C(=CC=C1)Cl)N1CC(C1)C1=CC(=C(CN2C[C@@H](CC2)C(=O)O)C(=C1)C)C (R)-1-(4-(1-(2,6-dichlorophenyl)azetidin-3-yl)-2,6-dimethylbenzyl)pyrrolidine-3-carboxylic acid, formic acid salt